2-(4-(Amino)piperidin-1-yl)acetic acid NC1CCN(CC1)CC(=O)O